C(C)(C)C1=NOC(=N1)N1CCC(CC1)C(C)OC=1SC2=NC(=CC=C2N1)C1=CC=C(C(=O)NCCOC)C=C1 4-(2-(1-(1-(3-isopropyl-1,2,4-oxadiazol-5-yl)piperidin-4-yl)ethoxy)thiazolo[5,4-b]pyridin-5-yl)-N-(2-methoxyethyl)benzamid